(1R,2R)-2-(3-{[5-(difluoromethoxy)-2-methylpyrimidin-4-yl]amino}-7-fluoro-1H-indazol-6-yl)-5'-fluorospiro[cyclopropane-1,3'-indol]-2'(1'H)-one FC(OC=1C(=NC(=NC1)C)NC1=NNC2=C(C(=CC=C12)[C@@H]1C[C@@]12C(NC1=CC=C(C=C21)F)=O)F)F